C(CCCCCCCCCCC)(=O)[O-].[K+] potassium dodecanoic acid salt